C(#N)N1NN=C(C(=N1)C(=O)Cl)C#N 3,6-dicyano-1,2,4-triazazine-5-carbonyl chloride